FC(C(C=CC(C(C(C(F)(F)F)(C(F)(F)F)F)(F)F)(F)F)(C(F)(F)F)F)(F)F 1,1,1,2,5,5,6,6,7,8,8,8-dodecafluoro-2,7-bis(trifluoromethyl)oct-3-ene